FC1(CC(C1)C1=CC(=C2C=NC(=NN21)N[C@H]2[C@@H](CN(CC2)S(=O)(=O)C)O)F)F (3R,4R)-4-((7-(3,3-difluorocyclobutyl)-5-fluoropyrrolo[2,1-f][1,2,4]triazin-2-yl)amino)-1-(methylsulfonyl)piperidin-3-ol